CN1N=CC2=CC=CC(=C12)NS(=O)(=O)C=1C=NN(C1)C1=NC=CC(=C1)C1COCC1 N-(1-methyl-1H-indazol-7-yl)-1-(4-(tetrahydrofuran-3-yl)pyridin-2-yl)-1H-pyrazole-4-sulfonamide